CNCCCCCC(=O)O 6-(methylamino)-caproic acid